C1(CC1)OC(=O)N1CC(C1)OC1=C(C=C(C=C1)C(F)F)NC(=O)N1CC(CC1)(C1=NC=NS1)C1=CC(=C(C=C1)C)F Cyclopropyl-3-(4-(difluoromethyl)-2-(3-(3-fluoro-4-methylphenyl)-3-(1,2,4-thiadiazol-5-yl)pyrrolidine-1-carboxamido)phenoxy)azetidine-1-carboxylate